tert-butyl 5-(4-(Methoxy carbonyl) benzyl)-1,3,4,5-tetrahydro-2H-pyrido[4,3-b]indole-2-carboxylate COC(=O)C1=CC=C(CN2C3=C(C=4C=CC=CC24)CN(CC3)C(=O)OC(C)(C)C)C=C1